7H-pyrazolo[1,2-a]pyrazole-1,7-dione C1(C=CN2N1C(C=C2)=O)=O